tert-butyl 3-[(3-methoxycarbonyl-4-methyl-phenyl)carbamoyl]azetidine-1-carboxylate COC(=O)C=1C=C(C=CC1C)NC(=O)C1CN(C1)C(=O)OC(C)(C)C